hexahydrophthalic acid, anhydride C1(C2C(C(=O)O1)CCCC2)=O